N1,N1'-((5-(3-(iso-Butylamino)propoxy)-1,3-phenylene)bis(methylene))-bis(N3-(3-aminopropyl)propane-1,3-diamine) C(C(C)C)NCCCOC=1C=C(C=C(C1)CNCCCNCCCN)CNCCCNCCCN